4-{[(6-chloropyrimidin-4-yl)carbamoyl]methyl}-1,4-diazepane-1-carboxylic acid tert-butyl ester C(C)(C)(C)OC(=O)N1CCN(CCC1)CC(NC1=NC=NC(=C1)Cl)=O